OC1=C(CC2=C(C=CC=C2)N2N=C3C(=N2)C=CC=C3)C=C(C=C1CCCCCCCCCCCC)C (2-[2-Hydroxy-3-dodecyl-5-methylbenzyl]phenyl)-2H-benztriazol